O=C1N(CC2=CC=CC=C12)CC(=O)O 2-(1-oxoisoindolin-2-yl)acetic acid